ClC(CC(=O)NC1=CC=C(C=C1)F)C 3-Chloro-N-(4-fluorophenyl)butanamide